CN(/C=C(\CC1=CC=C(C2=CC=CC=C12)OC)/C1=CC(=C(C(=C1)OC)OC)OC)C (E)-3-(dimethylamino)-1-(4-methoxynaphthalene-1-yl)-2-(3,4,5-trimethoxyphenyl)prop-2-ene